NC=1C=CC=C2C=CC(=NC12)O 8-amino(hydroxy)quinoline